(S)-2-((1-methyl-3-(trifluoromethyl)-1H-pyrazol-5-yl)sulfonyl)-6-(1-(tetrahydro-2H-pyran-4-yl)ethyl)-2,6-diazaspiro[3.3]heptane CN1N=C(C=C1S(=O)(=O)N1CC2(C1)CN(C2)[C@@H](C)C2CCOCC2)C(F)(F)F